C(=O)[O-].C1(=CC=CC=C1)C1(C2=CC=CC=C2C=2C=CC=CC12)C=1C=C(NC2=CC=CC=C2C[N+](CC(C)O)(C)C)C=CC1 3-(9-Phenyl-9H-fluoren-9-yl)anilinebenzyldimethyl-(2-hydroxypropyl)ammonium formate